(5-hydroxy-6-methylpyrimidine-4-carbonyl)piperidin OC=1C(=NC=NC1C)C(=O)N1CCCCC1